diethyl[2-({1-[(2-methoxynaphthalen-1-yl)(phenyl)methyl]naphthalen-2-yl}oxy)ethyl]amine C(C)N(CCOC1=C(C2=CC=CC=C2C=C1)C(C1=CC=CC=C1)C1=C(C=CC2=CC=CC=C12)OC)CC